[Si](C)(C)(C(C)(C)C)OC1CNC1 3-(tert-butyldimethylsilyloxy)azetidine